NC=1C(=NON1)C1=NC=2C(=NC=CC2)N1CC=1C=CC(=NC1)C#N 5-[[2-(4-amino-1,2,5-oxadiazol-3-yl)imidazo[4,5-b]pyridin-3-yl]methyl]pyridine-2-carbonitrile